1-(benzylsulfinyl)-4-chlorobenzene C(C1=CC=CC=C1)S(=O)C1=CC=C(C=C1)Cl